ortho-chlorobenzyl chloride ClC1=C(CCl)C=CC=C1